2-[(2S)-2-aminopropyl]-5-chloro-7-[(furan-2-ylmethyl)amino]-N-methylfuro[3,2-b]pyridine-3-carboxamide N[C@H](CC1=C(C2=NC(=CC(=C2O1)NCC=1OC=CC1)Cl)C(=O)NC)C